M-methylaniline-sulfonic acid CC=1C=C(NS(=O)(=O)O)C=CC1